COC=1C=C(C=CC1)NC(=O)C1CCCCC1 N-(3-methoxyphenyl)cyclohexanecarboxamide